N1=CN=CC(=C1)CN1C(NC(C1)=O)=O 1-(pyrimidin-5-ylmethyl)imidazoline-2,4-dione